ClC1=CC=C(C=C1)C1=CC=C(C=C1)B(O)O 4'-chlorobiphenyl-4-boronic acid